OC(CCO)N(C(C1=CC(C(=O)N)=CC(=C1)[N+](=O)[O-])=O)C(CCO)O N,N-bis(1,3-dihydroxypropyl)-5-nitroisophthalamide